N-(3-methylpyridin-2-yl)propanamide CC=1C(=NC=CC1)NC(CC)=O